ClC=1C(=C(C=CC1OC)N\N=C(\C(=O)OCC)/C)F Ethyl (E)-2-(2-(3-chloro-2-fluoro-4-methoxyphenyl)hydrazineylidene)propanoate